Benzyl (3aS,5S)-5-phenoxy-3,3a,4,5-tetrahydrocyclopenta[c]pyrrole-2(1H)-carboxylate Benzyl-(3aR,5R)-5-phenoxy-3,3a,4,5-tetrahydrocyclopenta[c]pyrrole-2(1H)-carboxylate C(C1=CC=CC=C1)OC(=O)N1CC=2[C@H](C1)C[C@H](C2)OC2=CC=CC=C2.O(C2=CC=CC=C2)[C@H]2C[C@H]1C(CN(C1)C(=O)OCC1=CC=CC=C1)=C2